C(C)(C)CC1=CC=C(C=C1)C(C)=O 1-(4-(Isopropylmethyl)phenyl)ethan-1-one